N-[3-(6-methyl-7-oxo-1H-pyrrolo[2,3-c]pyridin-4-yl)-4-[3-[2-(4-piperidyloxy)ethoxy]phenoxy]phenyl]ethanesulfonamide tert-butyl-8-amino-5-azaspiro[3.5]nonane-5-carboxylate C(C)(C)(C)OC(=O)N1C2(CCC2)CC(CC1)N.CN1C(C2=C(C(=C1)C=1C=C(C=CC1OC1=CC(=CC=C1)OCCOC1CCNCC1)NS(=O)(=O)CC)C=CN2)=O